(dipropenyl)ammonium chloride [Cl-].C(=CC)[NH2+]C=CC